4-diethylamino-butylamine C(C)N(CCCCN)CC